3-fluoro-6-(4-fluoro-2,6-dimethylphenyl)-5-methoxypicolinaldehyde FC=1C(=NC(=C(C1)OC)C1=C(C=C(C=C1C)F)C)C=O